N1=NC=C(C=C1)C1=CC(=C2C=NNC2=C1)OCCOCCCCNCC=1C=C(C(=O)N)C=C(C1)OC(F)(F)F 3-(((4-(2-((6-(pyridazin-4-yl)-1H-indazol-4-yl)oxy)ethoxy)butyl)amino)methyl)-5-(trifluoromethoxy)benzamide